C(C)OC1=C(C=C(C=C1C)C=1C=C2CCC([C@H](C2=CC1)NC(O[C@@H]1CN2CCC1CC2)=O)(C)C)C (S)-quinuclidin-3-yl ((R)-6-(4-ethoxy-3,5-dimethylphenyl)-2,2-dimethyl-1,2,3,4-tetrahydronaphthalen-1-yl)carbamate